FC1=C(C=C2C=C(N=CC2=C1)NC(=O)C1CCN(CC1)CC(C)C)C=1C=NN(C1)C N-(7-fluoro-6-(1-methyl-1H-pyrazol-4-yl)isoquinolin-3-yl)-1-isobutylpiperidine-4-carboxamide